C(C1=CC=CC=C1)OC1=C(C(=O)N2CC3=CC=C(C=C3C2)CN2CCN(CC2)CCOCCOCCOCCNC(OC(C)(C)C)=O)C(=CC(=C1C)O)O t-butyl (2-(2-(2-(2-(4-((2-(2-(benzyloxy)-4,6-dihydroxy-3-methylbenzoyl)isoindolin-5-yl)methyl)piperazin-1-yl)ethoxy)ethoxy)ethoxy)ethyl)carbamate